BrC1=C(C=C2C(=NC(=NC2=C1OC1CCOCC1)OC1CCN(CC1)C)N1CCN(CC1)C(=O)OC(C)(C)C)Cl tert-butyl 4-(7-bromo-6-chloro-2-((1-methylpiperidin-4-yl)oxy)-8-((tetrahydro-2H-pyran-4-yl)oxy)quinazolin-4-yl)piperazin-1-carboxylate